2,2,4-trimethyl-3-hydroxypentanoic acid ethyl ester C(C)OC(C(C(C(C)C)O)(C)C)=O